C(C)OC(=O)C=1OC2=C(C1C)C=C(C=C2)S(N(CCC2=CC=CC=C2)CC2=C(C=C(C=C2F)Cl)F)(=O)=O 3-methyl-5-(N-(2,6-difluoro-4-chlorobenzyl)-N-phenethylsulfamoyl)benzofuran-2-carboxylic acid ethyl ester